N-(azetidin-3-ylmethyl)-1-methylcyclopropan-1-amine N1CC(C1)CNC1(CC1)C